5-(4-hydroxy-3-methoxybenzylidene)Barbituric acid OC1=C(C=C(C=C2C(NC(NC2=O)=O)=O)C=C1)OC